C1(CC1)C1=C2C(=NN1CC(=O)O)CC1C2C1 2-(3-cyclopropyl-3b,4,4a,5-tetrahydro-2H-cyclopropa[3,4]cyclopenta[1,2-c]pyrazol-2-yl)acetic acid